tert-butyl 7-({4-[(dimethylsulfamoyl) methyl] phenyl} amino)-1,2,3,4-tetrahydro-2,6-naphthyridine-2-carboxylate CN(S(=O)(=O)CC1=CC=C(C=C1)NC1=NC=C2CCN(CC2=C1)C(=O)OC(C)(C)C)C